C1(CC=CCCO1)=O γ-hexenolactone